FC=1C=C(C=CC1OCCCCCCCCCCCCCCCCCCCC)S(=O)(=O)C=1C=NC2=CC=C(C=C2C1)OC 3-((3-fluoro-4-(icosyloxy)phenyl)sulfonyl)-6-methoxyquinoline